C(CCC)OCC(C)O propylenglycol butyl ether